C/C(=C/C=O)/CCC=C(C)C (Z)-3,7-dimethyloctan-2,6-dienal